C1(CCCCC1)P(C1=C(C(=CC=C1OC)OC)C1=C(C=C(C=C1C(C)C)C(C)C)C(C)C)C1CCCCC1 dicyclohexyl-[3,6-dimethoxy-2',4',6'-triisopropyl-[1,1'-biphenyl]-2-yl]Phosphine